C1(CC1)C1=CC=CC2=C1O[C@]1(CN([C@@H](C1)C(=O)N)C(C(CC1CC1)N(C([C@H](C)NC(C(F)(F)F)=O)=O)C)=O)C(N2)=O (2R,5'S)-8-cyclopropyl-1'-(3-cyclopropyl-2-((S)-N-methyl-2-(2,2,2-trifluoroacetamido)propanamido)propanoyl)-3-oxo-3,4-dihydrospiro[benzo[b][1,4]oxazine-2,3'-pyrrolidine]-5'-carboxamide